OC[C@]1(C2=C(OC1)C=CC1=CC(=CC=C12)C#CC1=CC=CC=C1)C1=CC=C(C=C1)O (R)-4-(1-(Hydroxymethyl)-7-(phenylethynyl)-1,2-dihydronaphtho[2,1-b]furan-1-yl)phenol